C(C)(C)(C)C1=NN(C=2C1=NC(=CC2)C(=O)N2C(CN(CC2)C2=NC(=C(C(=O)OC)C(=C2)C)C)(C)C)C2=CC(=C(C=C2)Cl)F methyl 6-(4-(3-(tert-butyl)-1-(4-chloro-3-fluorophenyl)-1H-pyrazolo[4,3-b]pyridine-5-carbonyl)-3,3-dimethylpiperazin-1-yl)-2,4-dimethylnicotinate